1-((S)-7-((5-(1,2-dimethyl-1H-imidazol-4-yl)-6-methylpyridin-2-yl)amino)-5-azaspiro[2.4]hept-5-yl)-2-(5-fluoro-2-methoxypyridin-4-yl)propan-1-one CN1C(=NC(=C1)C=1C=CC(=NC1C)N[C@@H]1CN(CC12CC2)C(C(C)C2=CC(=NC=C2F)OC)=O)C